C(C)NCC.C(C=1C(O)=CC=C(O)C1)(=O)O gentisic acid diethylamine salt